NC1=NC(=C(C=2N1C(N(N2)CC2=NC(=NO2)C)=O)C2=CC(=NC(=C2)C)C)C2=CC=CC=C2 5-amino-8-(2,6-dimethyl-4-pyridinyl)-2-[(3-methyl-1,2,4-oxadiazol-5-yl)methyl]-7-phenyl-[1,2,4]triazolo[4,3-c]pyrimidin-3-one